FC1=C(C=CC(=C1)F)CCCCC(=O)O 5-(2,4-difluorophenyl)pentanoic acid